7-bromo-3-ethylpyrido[2,3-b]pyrazin-2(1H)-one BrC1=CC2=C(N=C(C(N2)=O)CC)N=C1